1-(3-(4-((3-fluorophenyl)amino)-6-(pyridin-3-yl)pyrimidin-2-yl)-4-methylpiperidin-1-yl)ethan-1-one FC=1C=C(C=CC1)NC1=NC(=NC(=C1)C=1C=NC=CC1)C1CN(CCC1C)C(C)=O